(R)-N-cyclopropyl-2-(4-(pyrazolo[1,5-a]pyridin-2-yl)-1,4,6,7-tetrahydro-5H-imidazo[4,5-c]pyridin-5-yl)pyrimidine-4-carboxamide C1(CC1)NC(=O)C1=NC(=NC=C1)N1[C@H](C2=C(CC1)NC=N2)C2=NN1C(C=CC=C1)=C2